oxazole-5-carboxylate O1C=NC=C1C(=O)[O-]